2-(6-(1-ethylazetidin-3-yl)pyridazin-3-yl)-5-(7-methoxy-2-methyl-2H-pyrazolo[4,3-b]pyridin-5-yl)phenol hydrochloride Cl.C(C)N1CC(C1)C1=CC=C(N=N1)C1=C(C=C(C=C1)C=1C=C(C=2C(N1)=CN(N2)C)OC)O